4-(3-(4-chloro-3-fluorophenyl)-1-methyl-1H-pyrrolo[2,3-b]pyridine-6-carbonyl)-3,3-dimethylpiperazin-2-one ClC1=C(C=C(C=C1)C1=CN(C2=NC(=CC=C21)C(=O)N2C(C(NCC2)=O)(C)C)C)F